N-[4-[(E)-2-(morpholin-2-yl)ethenyl]-1,3-thiazol-2-yl]-1-(pyridin-4-ylmethyl)pyrrole-2-carboxamide N1CC(OCC1)/C=C/C=1N=C(SC1)NC(=O)C=1N(C=CC1)CC1=CC=NC=C1